C1(CC1)C1=C(C(=C2C(=N1)CCC2)NC(OCC(Cl)(Cl)Cl)=O)C 2,2,2-Trichloroethyl (2-cyclopropyl-3-methyl-6,7-dihydro-5H-cyclopenta[b]pyridin-4-yl)carbamate